ClC=1C(=C(NC(C)C=2C=C(C=C3C(N(C(=NC23)N2CCOCC2)C)=O)C)C=CC1)S(=O)(=O)C 8-[1-(3-chloro-2-methylsulfonyl-anilino)ethyl]-3,6-dimethyl-2-morpholino-quinazolin-4-one